(oxy-1,2-ethanediyl) phosphate P1(=O)(OOCCO1)[O-]